P(=O)(OCC1=CC=CC=C1)(OCC1=CC=CC=C1)OC[C@]1(OC(C[C@@H]1F)N1C(NC(C(=C1)C)=O)=O)F dibenzyl [(2S,3S)-2,3-difluoro-5-(5-methyl-2,4-dioxo-pyrimidin-1-yl)tetrahydrofuran-2-yl]methyl phosphate